(3,4-dihydroquinoxalin-1(2H)-yl)(3-fluorophenyl)methanone N1(CCNC2=CC=CC=C12)C(=O)C1=CC(=CC=C1)F